methyl N-(6,8-difluoro-2-(((2R,7aS)-2-fluorotetrahydro-1H-pyrrolizin-7a(5H)-yl)methoxy)-5-methoxyquinazolin-4-yl)-N-(4-methoxybenzyl)glycinate FC=1C(=C2C(=NC(=NC2=C(C1)F)OC[C@]12CCCN2C[C@@H](C1)F)N(CC(=O)OC)CC1=CC=C(C=C1)OC)OC